(R)-N-((tetrahydrofuran-2-yl)methyl)-4-(3,8,10,11-tetrahydropyrano[3,4-c]pyrazolo[4,3-f]quinolin-7-yl)benzamide O1[C@H](CCC1)CNC(C1=CC=C(C=C1)C1=NC2=CC=C3C(=C2C2=C1COCC2)C=NN3)=O